5-fluoroindoline FC=1C=C2CCNC2=CC1